3-fluoro-N-(3-fluorophenyl)aniline FC=1C=C(NC2=CC(=CC=C2)F)C=CC1